O[C@@H](C(=O)OCC(C)(C)OC(C)C1=CCC(C1)(C)C)C 2-[1-(4,4-dimethyl-1-cyclopenten-1-yl) ethoxy]-2-methylpropyl (2R)-2-hydroxypropanoate